2-nitropropane ammonium salt [NH4+].[N+](=O)([O-])C(C)C